BrC1=C(C=O)C(=CC(=C1)Cl)F 2-bromo-4-chloro-6-fluorobenzaldehyde